3-(5-(4-amino-5-(3-fluoro-4-((4-methylpyrimidin-2-yl)oxy)phenyl)-7H-pyrrolo[2,3-d]pyrimidin-6-yl)-2-chloropyridin-4-yl)propan-1-ol NC=1C2=C(N=CN1)NC(=C2C2=CC(=C(C=C2)OC2=NC=CC(=N2)C)F)C=2C(=CC(=NC2)Cl)CCCO